N-cyclopropyl-3-(2-ethyl-5-methylbenzyl)-5-fluoro-methyl-1H-pyrazole-4-carboxamide C1(CC1)NC(=O)C=1C(=NN(C1F)C)CC1=C(C=CC(=C1)C)CC